tert-butyl (2-(2-(2-(piperidin-4-yloxy)ethoxy)ethoxy)ethyl)carbamate N1CCC(CC1)OCCOCCOCCNC(OC(C)(C)C)=O